2-(1H-imidazol-1-yl)-N-(3-methyl-1,1-dioxidotetrahydrothiophen-3-yl)isonicotinamide N1(C=NC=C1)C=1C=C(C(=O)NC2(CS(CC2)(=O)=O)C)C=CN1